1,2-dimethoxy-4-(prop-2-en-1-yl)benzene COC1=C(C=C(C=C1)CC=C)OC